5-CHLORO-1-CYCLOPENTYL-3-METHYL-1H-PYRAZOLE-4-CARBALDEHYDE ClC1=C(C(=NN1C1CCCC1)C)C=O